C(CCCCCCCCCCC\C=C/CCCCCCCC)(=O)N monoerucic acid amide